(R)-N'-((1,2,3,5,6,7-hexahydro-s-indacen-4-yl)carbamoyl)-5-(2-hydroxy-propan-2-yl)-1-phenyl-1H-pyrazole C1CCC2=C(C=3CCCC3C=C12)NC(=O)N1N(C(=CC1)C(C)(C)O)C1=CC=CC=C1